COC1=C(C(=CC=2C3=C(NN=C3CCC21)C2=CC(=C(C=C2)OC)F)OC)OC 6,7,8-trimethoxy-1-(3-fluoro-4-methoxyphenyl)-4,5-dihydro-2H-benzo[e]indazole